CC=1C(=C(C=2CC3=CC=CC=C3C2C1)C1=C(C=CC=C1)C=1C(=CC=CC1)C1=CC=CC=C1)C (dimethylfluorenyl)terphenyl